ClC=1C=C(C=CC1)C=1C=C2C(=NN=C(C2=CC1)NCC1=C(C=C(C=C1)OC)OC)C(C)C 6-(3-chlorophenyl)-N-[(2,4-dimethoxyphenyl)methyl]-4-propan-2-ylphthalazin-1-amine